[O-2].[Hf+4].[Mg+2].[Al+3] aluminum magnesium hafnium oxide